S(OC1=CC=CC=2NCOC21)(=O)(=O)F 2,3-dihydrobenzo[d]oxazol-7-yl sulfurofluoridate